P1(=O)(OOCCCCCC)OCCO1 n-hexyloxy ethylene phosphate